2-(2-(cyclopropanesulfonamido)-5-fluoropyrimidin-4-yl)-N-(4-(6-ethoxypyrazin-2-yl)phenyl)-2-methylpropanamide C1(CC1)S(=O)(=O)NC1=NC=C(C(=N1)C(C(=O)NC1=CC=C(C=C1)C1=NC(=CN=C1)OCC)(C)C)F